C1(CCCCC1)SC1=NC=CC=C1C1=CC(=C(OCCCC(=O)O)C(=C1)F)F 4-[4-(2-cyclohexylsulfanyl-pyridin-3-yl)-2,6-difluoro-phenoxy]-butyric acid